4-methoxy-6-(6-(methyl(2,2,6,6-tetramethylpiperidin-4-yl)amino)pyridazin-3-yl)quinolin-7-ol COC1=CC=NC2=CC(=C(C=C12)C=1N=NC(=CC1)N(C1CC(NC(C1)(C)C)(C)C)C)O